C1(CC1)C=1C=CC=2N(C1)C=CN2 6-cyclopropyl-imidazo[1,2-a]pyridine